ethyl 2-hydroxy-4-(methylsulfanyl)butanoate OC(C(=O)OCC)CCSC